3-(4'-fluorophenyl)furan FC1=CC=C(C=C1)C1=COC=C1